cinnamic acid pentafluorophenyl ester FC1=C(C(=C(C(=C1OC(C=CC1=CC=CC=C1)=O)F)F)F)F